FC(CC)(F)C=1C=C(C=CC1)NC(=O)C1C(=NN(C1=O)C1=CC=C2C=CN(C2=C1)C)C N-[3-(1,1-difluoropropyl)phenyl]-3-methyl-1-(1-methylindol-6-yl)-5-oxo-4H-pyrazole-4-carboxamide